Trimagnesium citrat C(CC(O)(C(=O)[O-])CC(=O)[O-])(=O)[O-].[Mg+2].[Mg+2].[Mg+2].C(CC(O)(C(=O)[O-])CC(=O)[O-])(=O)[O-]